CC1=C(C(=O)O)C=C(C=C1)NC(C1=CC(=CC=C1)C(F)(F)F)=O 2-methyl-5-(3-(trifluoromethyl)benzamido)benzoic acid